FC1=C(C=CC(=C1)F)C1=C2C=C(C(=NC2=CC(=N1)N1C[C@@H](O[C@@H](C1)C)C=1C=CC(N(C1)C)=O)C)C 5-((2S,6R)-4-(5-(2,4-difluorophenyl)-2,3-dimethyl-1,6-naphthyridin-7-yl)-6-methylmorpholin-2-yl)-1-methylpyridin-2(1H)-one